2-[(5,7-dichloroimidazo[4,5-b]pyridin-3-yl)methoxy]ethyl-trimethylsilane ClC1=CC(=C2C(=N1)N(C=N2)COCC[Si](C)(C)C)Cl